NC(CC(=O)O)C(NC(CC1=CC=CC=C1)C)=O 3-Amino-4-oxo-4-(1-phenylpropan-2-ylamino)butanoic acid